Cl\C=C(\C(F)F)/F (Z)-1-chloro-2,3,3-trifluoropropan-1-ene